ClC=1C(N(SC1Cl)CCCCCCCC)=O 4,5-dichloro-2-(n-octyl)-4-isothiazolin-3-one